NC=1N=NC(=CC1N1CC2CCC(C1)N2C=2C=C(OCCCCCCCCCC(=O)OC)C=CC2)Cl methyl 10-[3-[3-(3-amino-6-chloro-pyridazin-4-yl)-3,8-diazabicyclo[3.2.1]octan-8-yl]phenoxy]decanoate